O=C1NC(CCC1N1C(N(C2=C1C=CC(=C2)CCCCCNC(=O)[C@@H]2CC[C@H](CO2)NC(OC(C)(C)C)=O)C)=O)=O tert-butyl N-[(3R,6S)-6-[5-[1-(2,6-dioxo-3-piperidyl)-3-methyl-2-oxo-benzimidazol-5-yl]pentylcarbamoyl]tetrahydropyran-3-yl]carbamate